(3R)-N-[4-(5-chloro-1,3-benzoxazol-2-yl)phenyl]tetrahydrofuran-3-carboxamide ClC=1C=CC2=C(N=C(O2)C2=CC=C(C=C2)NC(=O)[C@H]2COCC2)C1